C1(CC1)C=1C=C(C=2N(C1)C=C(N2)COC2=CC(=C1C=CC(=NC1=C2)[C@@H]2[C@H](C2)C2=NC=CC(=N2)C)OC)N2C(N(C(C2)=O)C)=O |o1:24,25| (6-cyclopropyl-2-(((5-methoxy-2-((1S*,2S*)-2-(4-methylpyrimidin-2-yl)cyclopropyl)quinolin-7-yl)oxy)methyl)imidazo[1,2-a]pyridin-8-yl)-3-methylimidazolidine-2,4-dione